4-((5-(4-Chloro-3-fluorophenyl)-1-(4-(trifluoromethyl)benzyl)-1H-indol-7-amido)methyl)benzoic acid ClC1=C(C=C(C=C1)C=1C=C2C=CN(C2=C(C1)C(=O)NCC1=CC=C(C(=O)O)C=C1)CC1=CC=C(C=C1)C(F)(F)F)F